COC([C@]([C@@](NC1=CC=CC=C1)(C=1OC2=C(C1)C=CC=C2)C)(O)C=2C=NC(=CC2)Cl)=O methyl-(2s,3r)-3-(benzofuran-2-yl)-2-(6-chloropyridin-3-yl)-2-hydroxy-3-(phenylamino)propionic acid methyl ester